5-fluoro-2-(4-fluoro-2-methylphenoxy)-N-(3-sulfonylphenyl)benzamide FC=1C=CC(=C(C(=O)NC=2CC(C=CC2)=S(=O)=O)C1)OC1=C(C=C(C=C1)F)C